C(C=C)(=O)OCC(C(C(=O)N1[C@@H](CCCC1)C(=O)O[C@H](CCC1=CC(=C(C=C1)OC)OC)C=1C=C(C=NC1)NC(CCC(=O)O)=O)=O)(C)C 4-(5-((R)-1-((S)-1-(4-(acryloyloxy)-3,3-dimethyl-2-oxobutanoyl)piperidine-2-carbonyloxy)-3-(3,4-dimethoxyphenyl)propyl)pyridin-3-ylamino)-4-oxobutanoic acid